ONC(/C=C/C1=C(C=CC=C1)N1CCC(CC1)NC(=O)C=1C=NN2C1OCCC2)=O (E)-N-(1-(2-(3-(hydroxyamino)-3-oxoprop-1-en-1-yl)phenyl)piperidin-4-yl)-6,7-dihydro-5H-pyrazolo[5,1-b][1,3]oxazine-3-carboxamide